8-Bromo-2,4-dihydro-1,3-benzoxazine-3-carboxylic acid tert-butyl ester C(C)(C)(C)OC(=O)N1COC2=C(C1)C=CC=C2Br